3',5'-dichloro-3,5-difluoro-4'-(2-fluoro-4-hydroxy-3-isopropylbenzyl)-[1,1'-biphenyl] ClC=1C=C(C=C(C1CC1=C(C(=C(C=C1)O)C(C)C)F)Cl)C1=CC(=CC(=C1)F)F